COC1=CC=C(CNC2CC(C2)NC(OC(C)(C)C)=O)C=C1 tert-Butyl (3-((4-methoxybenzyl)amino)cyclobutyl)carbamate